CC1=CC=C(N=N1)NCCNC(=O)C1=CC(=NO1)C1=CC=CC=C1 N-{2-[(6-methylpyridazin-3-yl)amino]ethyl}-3-phenyl-1,2-oxazole-5-carboxamide